ethyl trans-3-pentenate C(C\C=C\C)(=O)OCC